C(C)[C@H]1N(C[C@@H](N(C1)C=1C=2N=C(N(C2N(C(N1)=O)C)C[C@H]1OCCC1)C)C)[C@H](C(C)C)C1=CC=C(C=C1)C(F)(F)F 6-((2S,5R)-5-ethyl-2-methyl-4-((R)-2-methyl-1-(4-(trifluoromethyl)phenyl)propyl)piperazin-1-yl)-3,8-dimethyl-9-(((S)-tetrahydrofuran-2-yl)methyl)-3,9-dihydro-2H-purin-2-one